4-((2R,6R)-4-(4-(2-(2-aminopyridin-3-yl)-5-phenyl-3H-imidazo[4,5-b]pyridin-3-yl)benzyl)-2,6-dimethylpiperazin-1-yl)-1,3,5-triazine-2-carbonitrile NC1=NC=CC=C1C1=NC=2C(=NC(=CC2)C2=CC=CC=C2)N1C1=CC=C(CN2C[C@H](N([C@@H](C2)C)C2=NC(=NC=N2)C#N)C)C=C1